ClC1=CC(=C(C=C1)C1=CC=C(C=C1)C1CN(C1)C(=O)OC(C)(C)C)SC tert-butyl 3-[4-(4-chloro-2-methylsulfanyl-phenyl)phenyl]azetidine-1-carboxylate